CN1N=C(C=C1C=1N=CC2=C(NC3=C(C=C(C=C23)C(=O)O)OC)N1)C 2-(1,3-dimethyl-1H-pyrazol-5-yl)-8-methoxy-9H-pyrimido[4,5-b]Indole-6-carboxylic acid